FC1=C(C=CC(=C1)F)[C@H]1N(CC[C@H](C1)NC)C(=O)N1CC2(CCCC2)[C@@H](CC1)CN1C(C=C(CC1)C1=C(C=CC=C1)OC)=O 1-(((R)-7-((2S,4R)-2-(2,4-difluorophenyl)-4-(methylamino)piperidine-1-carbonyl)-7-azaspiro[4.5]dec-10-yl)methyl)-4-(2-methoxyphenyl)-5,6-dihydropyridin-2(1H)-one